2-ethyl-1,4-dimethyl-imidazole C(C)C=1N(C=C(N1)C)C